N-[[6-(3,3-dimethylbutyl)-6-azaspiro[2.5]octan-2-yl]methyl]-4-(1,3-dimethylpyrazol-4-yl)phthalazin-1-amine CC(CCN1CCC2(C(C2)CNC2=NN=C(C3=CC=CC=C23)C=2C(=NN(C2)C)C)CC1)(C)C